C(C)OC(C(CC(C)C)N1C(C=C(C=C1)CCN(C)C)=O)=O.CN(CCC1=CC(N(C=C1)C(C(=O)O)CC(C)C)=O)C 2-(4-(2-(dimethylamino)ethyl)-2-oxopyridin-1(2H)-yl)-4-methylpentanoic acid Ethyl-2-(4-(2-(dimethylamino)ethyl)-2-oxopyridin-1(2H)-yl)-4-methylpentanoate